vinyl fluorodithionate S(=O)(=O)(S(=O)(=O)OC=C)F